BrC1=CC=C2C=NNC2=C1F 6-bromo-7-fluoroindazole